COC1=C(C=C(C=C1)C)C1(OCC(C1)(C)C)C(=O)N 2-(2-methoxy-5-methyl-phenyl)-4,4-dimethyl-oxolane-2-carboxamide